The molecule is a dodecenoic acid having its double bond in the 5-position. It has a role as a human metabolite. It is a conjugate acid of a 5-dodecenoate. CCCCCC/C=C/CCCC(=O)O